N1(C2=C(OCCC1)N=C1C(=C2)C=CN1)C1=C(C(=O)NS(=O)(=O)C2=CC(=C(C=C2)NCC2(CCOCC2)OC)[N+](=O)[O-])C=CC=C1 2-(3,4-dihydro-2H-pyrrolo[3',2':5,6]pyrido[2,3-b][1,4]oxazepin-1(7H)-yl)-N-((4-(((4-methoxytetrahydro-2H-pyran-4-yl)methyl)amino)-3-nitrophenyl)sulfonyl)benzamide